5-(5-tert-Butyl-2,4-dihydroxy-phenyl)-4-(4-morpholin-4-ylmethyl-phenyl)-isoxazole-3-carboxylic Acid Ethylamide C(C)NC(=O)C1=NOC(=C1C1=CC=C(C=C1)CN1CCOCC1)C1=C(C=C(C(=C1)C(C)(C)C)O)O